(e)-tert-butyloxycarbonyl-L-lysine C(C)(C)(C)OC(=O)N[C@@H](CCCCN)C(=O)O